tert-Butyl (4-(3-((R)-3-(4-acetylpiperazin-1-yl)pyrrolidin-1-yl)-5-fluoro-7,9-dihydrofuro[3,4-f]quinazolin-6-yl)-3-cyano-7-fluorothieno[3,2-c]pyridin-2-yl)carbamate C(C)(=O)N1CCN(CC1)[C@H]1CN(CC1)C1=NC=2C(=C(C3=C(C2C=N1)COC3)C3=NC=C(C1=C3C(=C(S1)NC(OC(C)(C)C)=O)C#N)F)F